3-((2,2-DIFLUORO-2-PHENYLETHYL)AMINO)-6-(1-METHYL-1H-PYRAZOL-4-YL)-2-OXOPYRAZIN FC(CNC=1C(NC(=CN1)C=1C=NN(C1)C)=O)(C1=CC=CC=C1)F